1-[4-methylsulfanyl-phenyl]-3-[3,5-dimethyl-4-isopropyloxymethyl-carbonyldimethoxyphenyl]prop-2-en-1-one CSC1=CC=C(C=C1)C(C=CC1=C(C(=C(C(=C1OC)C)C(=O)COC(C)C)C)OC)=O